bis(4-hydroxy-3,5-dimethylphenyl) sulfone OC1=C(C=C(C=C1C)S(=O)(=O)C1=CC(=C(C(=C1)C)O)C)C